BrC1=C(C=C(C=C1F)F)F 4-bromo-1,3,5-trifluorobenzene